O=C1NN=CC2=C(C=CC=C12)N1N=CC(=C1C(F)(F)F)C(=O)O 1-(1-oxo-1,2-dihydrophthalazin-5-yl)-5-(trifluoromethyl)-1H-pyrazole-4-carboxylic acid